CN(C)CC1=CC=C(CO)O1 5-(dimethylaminomethyl)furfuryl alcohol